[Si](C)(C)(C(C)(C)C)C1=NN(C=C1)C1=CC=C(C(=N1)Cl)C(=O)OC(C)(C)C Tert-Butyl 6-[3-[Tert-butyl(Dimethyl)Silyl]Pyrazol-1-yl]-2-chloropyridine-3-carboxylate